2-oxoquinolin O=C1NC2=CC=CC=C2C=C1